nickel (II) methyl phosphate P(=O)(OC)([O-])[O-].[Ni+2]